N-(dicyclohexylmethyl)-N2-methacryloyl-D-leucinamide C1(CCCCC1)C(NC([C@H](NC(C(=C)C)=O)CC(C)C)=O)C1CCCCC1